(tert-butyl 3-cyano-5-fluoro-4-(8-fluoro-4-hydroxy-2-(methylthio)-6-(trifluoromethyl)quinazolin-7-yl)benzo[b]thiophen-2-yl)carbamate C(C)(C)(C)C=1C(=C(C2=C(SC(=C2C#N)NC([O-])=O)C1)C1=C(C=C2C(=NC(=NC2=C1F)SC)O)C(F)(F)F)F